2-(1-piperazinyl)-2-(3,4-dimethoxyphenyl)acetic acid N1(CCNCC1)C(C(=O)O)C1=CC(=C(C=C1)OC)OC